The molecule is a glycosyl glycoside derivative that is 2-acetamido-2-deoxy-alpha-D-glucopyranose in which the anomeric hydroxy group has been converted into the corresponding alpha-D-glucopyranosyl derivative. It is a glycosyl glycoside derivative and a member of acetamides. It derives from a N-acetyl-alpha-D-glucosamine and an alpha-D-glucose. CC(=O)N[C@@H]1[C@H]([C@@H]([C@H](O[C@@H]1O[C@@H]2[C@@H]([C@H]([C@@H]([C@H](O2)CO)O)O)O)CO)O)O